5-bromo-2-iodoaniline BrC=1C=CC(=C(N)C1)I